(aminomethyl)-cyclohexane-carboxylic acid NCC1(CCCCC1)C(=O)O